N-(6-chloro-5-fluoro-4-iodopyridin-3-yl)carbamic acid tert-butyl ester C(C)(C)(C)OC(NC=1C=NC(=C(C1I)F)Cl)=O